4-tert-butyl-5-[(6-chloro-pyridazin-3-yl)methoxy]-2-methyl-benzonitrile C(C)(C)(C)C1=CC(=C(C#N)C=C1OCC=1N=NC(=CC1)Cl)C